C1(=CC=CC=C1)C1=C2C=CC=CC2=C(C2=CC=CC=C12)C1=CC=C(C=C1)C=1OC2=C(N1)C=CC(=N2)C2=CC=C(C=C2)C=2C=NC=CC2 2-{4-(10-phenyl-anthracene-9-yl)-phenyl}-6-(4-pyridin-3-yl-phenyl)-7-azabenzoxazole